8-propenoyl-4-((5-phenylfuran-2-yl)methyl)-1-thia-4,8-diazaspiro[4.5]decan-3-one C(C=C)(=O)N1CCC2(N(C(CS2)=O)CC=2OC(=CC2)C2=CC=CC=C2)CC1